{1,5-bis(methoxycarbonyl)-3-(pyridin-2-ylmethyl)-9-oxo-2,4-bis(pyridin-2-yl)-3,7-diazabicyclo[3.3.1]Non-7-yl}ethane COC(=O)C12C(N(C(C(CN(C1)CC)(C2=O)C(=O)OC)C2=NC=CC=C2)CC2=NC=CC=C2)C2=NC=CC=C2